OC1(CCOCC1)C1=CC(=NC=C1)NC(OC(C)(C)C)=O tert-butyl N-[4-(4-hydroxytetrahydropyran-4-yl)-2-pyridyl]carbamate